tert-butyl (6-((4-decylphenyl)amino)-6-oxohexyl)carbamate C(CCCCCCCCC)C1=CC=C(C=C1)NC(CCCCCNC(OC(C)(C)C)=O)=O